N-(3-Chloro-4-(trifluoromethyl)phenyl)-7-oxo-3,4,6,7-tetrahydro-2,6-naphthyridine ClC=1C=C(C=CC1C(F)(F)F)N1CC2=CC(NC=C2CC1)=O